C(#N)C=1C=CC(=C(OCC(=O)OC)C1)C methyl 2-(5-cyano-2-methylphenoxy)acetate